C(C(CCC)CCC)(=O)[O-] valprat